N-isopropyl-3-(3-(piperidin-2-yl)isoxazol-5-yl)-6-(1H-pyrazol-4-yl)quinolin-4-amine C(C)(C)NC1=C(C=NC2=CC=C(C=C12)C=1C=NNC1)C1=CC(=NO1)C1NCCCC1